ClC1=C(C(=O)NC2=C3C=NN(C3=CC=C2)C2=CC(=C(C=C2)C)Cl)C=C(C=C1)CNC(C(CO)(C)C)=O 2-Chloro-N-[1-(3-chloro-4-methylphenyl)-1H-indazol-4-yl]-5-([(3-hydroxy-2,2-dimethylpropanoyl)amino]methyl)benzamide